(S)-8-chloro-6-(((1-(1-(difluoromethyl)cyclopropyl)-5-fluoro-1H-1,2,3-triazol-4-yl)(6-fluoro-2-methylpyridin-3-yl)methyl)amino)-4-(neopentylamino)quinoline-3-carbonitrile ClC=1C=C(C=C2C(=C(C=NC12)C#N)NCC(C)(C)C)N[C@@H](C=1C(=NC(=CC1)F)C)C=1N=NN(C1F)C1(CC1)C(F)F